2-methyl-5-(4-methylpiperazin-1-yl)aniline CC1=C(N)C=C(C=C1)N1CCN(CC1)C